methyl 4-(((tert-butoxycarbonyl) (cyclohexylmethyl) amino) methyl)-7,7-dimethyl-6,7-dihydro-5H-cyclopenta[b]pyridine-2-carboxylate C(C)(C)(C)OC(=O)N(CC1CCCCC1)CC1=C2C(=NC(=C1)C(=O)OC)C(CC2)(C)C